FC=1C(=C(C=CC1)NC1=C(NC2=C1C(NCC2)=O)C2=C(C=NC=C2)OC[C@@H]2N(CCCC2)C(=O)OC(C)(C)C)C tert-butyl (2R)-2-[[(4-[3-[(3-fluoro-2-methylphenyl)amino]-4-oxo-1H,5H,6H,7H-pyrrolo[3,2-c]pyridin-2-yl]pyridin-3-yl)oxy]methyl]piperidine-1-carboxylate